C(C1=CC=CC=C1)N1CCC(CC1)C=1C=C(C(=NC1)C=1C(=NC=C(C1)F)OC)F 1-benzyl-4-{3,5'-difluoro-2'-methoxy-[2,3'-bipyridine]-5-yl}piperidine